4-(4-((4-(tert-butyl) phenyl) amino) cyclohexane-1-carboxamido)-1H-pyrazole-1-carboxylate C(C)(C)(C)C1=CC=C(C=C1)NC1CCC(CC1)C(=O)NC=1C=NN(C1)C(=O)[O-]